copper-indium sulfide cobalt [Co].[In]=S.[Cu]